tert-butyl N-[(2R)-4-(4-{3-[(3-chloro-2-methoxyphenyl)amino]-4-oxo-1H,5H,6H,7H-pyrrolo[3,2-c]pyridin-2-yl}pyridin-3-yl)but-3-yn-2-yl]carbamate ClC=1C(=C(C=CC1)NC1=C(NC2=C1C(NCC2)=O)C2=C(C=NC=C2)C#C[C@@H](C)NC(OC(C)(C)C)=O)OC